NC1CCC(CC1)CCN1CC(C1)C1=CN(C2=CN=CC=C21)C2=C(C(=O)N(C(C)C)C(C)C)C=C(C=C2)F 2-(3-(1-(2-((1r,4r)-4-aminocyclohexyl)ethyl)azetidin-3-yl)-1H-pyrrolo[2,3-c]pyridin-1-yl)-5-fluoro-N,N-diisopropylbenzamide